C(C)(=O)C=1C=C(OC2=CC=C(OC3CN(C3)C=3C(=C(C(=O)O)C=CC3)N3C=CC=C3)C=C2)C=CC1 3-(3-(4-(3-acetylphenoxy)phenoxy)azetidin-1-yl)-2-(1H-pyrrol-1-yl)benzoic acid